FC=1C=C(C=CC1OC)C1=NNC2=NC=NC(=C21)N 3-(3-fluoro-4-methoxyphenyl)-1H-pyrazolo[3,4-d]pyrimidin-4-amine